NCC(O)C1COC1 2-amino-1-(Oxetan-3-yl)ethan-1-ol